4'-fluoro-4-biphenylcarboxylic acid FC1=CC=C(C=C1)C1=CC=C(C=C1)C(=O)O